C(CN1C(=NC2=C1C=CC(=C2)C(N)=O)C2=CC=C(C=C2C(=O)O)Cl)N2C(=NC1=C2C=CC(=C1)C(N)=O)C1=CC=C(C=C1C(=O)O)Cl 6,6'-(Ethane-1,2-diylbis(5-carbamoyl-1H-benzo[d]imidazole-1,2-diyl))bis(3-chlorobenzoic acid)